ClC=1C=C(C=CC1)C1(CC1)CN (1-(3-chlorophenyl)cyclopropyl)methanamine